N1(CCN(CC1)CCN(CCCCCCC(C(=O)N)(CCCCCC)CCCC)CCCCCCC(C(=O)N)(CCCCCC)CCCC)CCN(CCCCCCC(C(=O)N)(CCCCCC)CCCC)CCCCCCC(C(=O)N)(CCCCCC)CCCC N'''-(((piperazine-1,4-diylbis(ethane-2,1-diyl))bis(azanetriyl))tetrakis(hexane-6,1-diyl))tetrakis(2-butyloctanamide)